CC=1C=C(C=CC1)C1=C(C=C(C=C1OCN(C(OCCOCCOCCOCCOC)=O)C)CCCCC)OCN(C(OCCOCCOCCOCCOC)=O)C di(2,5,8,11-tetraoxatridecan-13-yl) (((3'-methyl-4-pentyl-[1,1'-biphenyl]-2,6-diyl)bis(oxy))bis(methylene))bis(methyl carbamate)